ClCC=1SC(=CC1)C1=CC=C(C=C1)F chloromethyl-5-(4-fluorophenyl)thiophene